C(C1=CC=CC=C1)(=O)C=CC(=O)C1NCCC2=CC(=CC=C12)NC1=NC=C(C(=N1)C=1C=NN(C1)C(C)C)C (3-Benzoylacryloyl)-N-(4-(1-isopropyl-1H-pyrazol-4-yl)5-methylpyrimidin-2-yl)-1,2,3,4-tetrahydroisoquinolin-6-amine